(S)-3-bromo-2,5-difluoro-6-nitro-N-(oxetan-2-ylmethyl)aniline BrC=1C(=C(NC[C@H]2OCC2)C(=C(C1)F)[N+](=O)[O-])F